3-((tert-butyldimethylsilyl)oxy)-10,13-dimethyl-17-((R)-6-methylheptan-2-yl)hexadecahydro-1H-cyclopenta[a]phenanthrene-6,7-diol [Si](C)(C)(C(C)(C)C)OC1CCC2(C3CCC4(C(CCC4C3C(C(C2C1)O)O)[C@H](C)CCCC(C)C)C)C